C(#N)C1=C(SC(=C1C)C)NC(CSC1(CCC1)C(=O)OCC)=O ethyl 1-[2-[(3-cyano-4,5-dimethyl-2-thienyl)amino]-2-oxo-ethyl]sulfanylcyclobutanecarboxylate